N1[C@@H](CCC1)C(=O)OC(CCCCC)=O.[Na] sodium caproyl prolinate